6-[8-(1,3-Dimethyl-1H-pyrazol-4-yl)-7-methoxy-3-methyl-2-oxo-2,3-dihydro-imidazo[4,5-c]quinolin-1-yl]-5-fluoro-N-methyl-nicotinamid CN1N=C(C(=C1)C1=CC=2C3=C(C=NC2C=C1OC)N(C(N3C3=NC=C(C(=O)NC)C=C3F)=O)C)C